ClC1=C(OC2=CC3=C(C=NB3)C=C2)C=CC=C1 6-(2-chlorophenoxy)benzoborazole